C1CCC2=C(C=3CCCC3C=C12)NC(=O)NS(=O)(=O)C=1OC2=C(C1)C(CCC2)O N-((1,2,3,5,6,7-hexahydro-s-indacen-4-yl)carbamoyl)-4-hydroxy-4,5,6,7-tetrahydrobenzofuran-2-sulfonamide